O1CCN(CC1)CC#CC1=CC=C(C=C1)C1=NNC(O1)=S 5-(4-(3-morpholinopropan-1-yn-1-yl)phenyl)-1,3,4-oxadiazol-2(3H)-thione